methyl 4-[(5-bromo-1-methyl-imidazole-2-carbonyl)amino]-2-methyl-benzoate BrC1=CN=C(N1C)C(=O)NC1=CC(=C(C(=O)OC)C=C1)C